tert-Butyl (3S)-3-(4-hydroxypyrido[3,4-d]pyrimidin-6-yl)oxypyrrolidine-1-carboxylate OC=1C2=C(N=CN1)C=NC(=C2)O[C@@H]2CN(CC2)C(=O)OC(C)(C)C